5-N-Acetyl-4-O-acetyl-9-O-lactyl-acetyl-neuraminic acid C(C)(=O)N[C@@H]1[C@H](C(C(C(O)=O)(O)O[C@H]1[C@H](O)[C@H](O)COC(C(O)C)=O)C(C)=O)OC(C)=O